terthian sulfonium [SH3+].S1C(CCCC1)C1(SCCCC1)C1SCCCC1